tricyclo[5.2.1.02,6]decanedimethanol Calcium edetat C(N(CC(=O)[O-])CC(=O)[O-])CN(CC(=O)[O-])CC(=O)[O-].[Ca+2].C12(C3(CCCC3C(CC1)C2)CO)CO.[Ca+2]